FC1CC(N(C1)C(CN1C=NN=C1)=O)C(=O)NC(C1=CC=C(C=C1)C(C)C)C1=CC=CC=C1 4-fluoro-N-{phenyl-[4-(prop-2-yl)phenyl]methyl}-1-[2-(4H-1,2,4-triazol-4-yl)acetyl]pyrrolidine-2-carboxamide